1,2,4,5,6-pentagalloylglucose C(C1=CC(O)=C(O)C(O)=C1)(=O)C(=O)[C@](O)([C@@H](O)[C@](O)([C@](O)(C(O)C(C1=CC(O)=C(O)C(O)=C1)=O)C(C1=CC(O)=C(O)C(O)=C1)=O)C(C1=CC(O)=C(O)C(O)=C1)=O)C(C1=CC(O)=C(O)C(O)=C1)=O